BrC1=C2C=CC=NC2=C(C=C1)NS(=O)(=O)C=1C=C(C(=O)NC2=CC=CC=C2)C=CC1 3-(N-(5-bromoquinolin-8-yl)sulfamoyl)-N-phenylbenzamide